5,5-dimethyl-3-(1-(methylsulfonyl)indolin-6-yl)-1-((2-oxo-2,3-dihydro-1H-pyrrolo[2,3-b]pyridin-4-yl)methyl)imidazolidine-2,4-dione CC1(C(N(C(N1CC1=C2C(=NC=C1)NC(C2)=O)=O)C2=CC=C1CCN(C1=C2)S(=O)(=O)C)=O)C